1-[6-(5-chloro-2-fluorophenyl)-4-({2-[3-(4-methylpiperazin-1-yl)propanamido]pyridin-4-yl}amino)pyridazin-3-yl]-azetidine-3-carboxylic acid ClC=1C=CC(=C(C1)C1=CC(=C(N=N1)N1CC(C1)C(=O)O)NC1=CC(=NC=C1)NC(CCN1CCN(CC1)C)=O)F